1-(tert-Butyl) 2-methyl (2R,4R)-4-(tosyloxy)pyrrolidine-1,2-dicarboxylate S(=O)(=O)(C1=CC=C(C)C=C1)O[C@@H]1C[C@@H](N(C1)C(=O)OC(C)(C)C)C(=O)OC